1-((1H-1,2,4-triazol-1-yl)methyl)-5-(4-chlorobenzyl)-2-(chloromethyl)-2-methylcyclopentan-1-ol N1(N=CN=C1)CC1(C(CCC1CC1=CC=C(C=C1)Cl)(C)CCl)O